(S)-6-(1,4-dimethyl-1H-1,2,3-triazol-5-yl)-3-isopropyl-4-(phenyl-(tetrahydro-2H-pyran-4-yl)methyl)-4H-thieno[2',3':4,5]pyrrolo[3,2-b]pyridine-2-carbonyl chloride CN1N=NC(=C1C=1C=C2C(=NC1)C1=C(N2[C@@H](C2CCOCC2)C2=CC=CC=C2)C(=C(S1)C(=O)Cl)C(C)C)C